BrC1=CC=C(OC2CC(C2)NC([O-])=O)C=C1 ((1r,3r)-3-(4-bromophenoxy)cyclobutyl)carbamate